5-{(1-(3-(aminomethyl)benzoyl)-4-hydroxypiperidin-4-yl)methyl}-1-(4-fluorophenyl)-1H-pyrazolo[3,4-d]pyrimidin-4(5H)-one NCC=1C=C(C(=O)N2CCC(CC2)(O)CN2C=NC3=C(C2=O)C=NN3C3=CC=C(C=C3)F)C=CC1